C1(CC1)C=1C2=C(N=NC1C1=C(C=C(C=C1F)C)O)N(CC2)[C@H]2CN(CCC2)C 2-[4-cyclopropyl-7-[(3R)-1-methyl-3-piperidyl]-5,6-dihydropyrrolo[2,3-c]pyridazin-3-yl]-3-fluoro-5-methyl-phenol